[Se](=O)([O-])[O-].[Fe+3].[Se](=O)([O-])[O-].[Se](=O)([O-])[O-].[Fe+3] iron (III) selenite